1,1-diphenyl-2-propyneol C1(=CC=CC=C1)C(C#C)(O)C1=CC=CC=C1